COC1=CC=C2C=C(C(OC2=C1)=O)NC=O N-(7-methoxy-2-oxochromen-3-yl)methanamide